4-amino-2-nitrobenzoic acid NC1=CC(=C(C(=O)O)C=C1)[N+](=O)[O-]